C(C1=CC=CC=C1)OC(=O)N1[C@H](CN(CC1)C1=CC(=NC=2CN(CCC12)C1=CC=CC2=CC=CC(=C12)C)C(=O)O)CC#N (S)-4-(4-((benzyloxy)carbonyl)-3-(cyanomethyl)piperazin-1-yl)-7-(8-methylnaphthalen-1-yl)-5,6,7,8-tetrahydro-1,7-naphthyridine-2-carboxylic acid